(R)-5-ethynyl-3-methyl-2-(6-((1-methylpiperidin-3-yl)amino)pyridazin-3-yl)phenol C(#C)C=1C=C(C(=C(C1)O)C=1N=NC(=CC1)N[C@H]1CN(CCC1)C)C